2-[2-fluoro-4-methyl-5-(2,2,2-trifluoroethylsulfanyl)phenyl]imino-3-(2,2,2-trifluoroethyl)thiazolidin-4-one FC1=C(C=C(C(=C1)C)SCC(F)(F)F)N=C1SCC(N1CC(F)(F)F)=O